5-methyl-N-(6-(pyrrolidin-1-ylmethyl)quinolin-2-yl)-1-(o-tolyl)-1H-1,2,3-triazole-4-carboxamide CC1=C(N=NN1C1=C(C=CC=C1)C)C(=O)NC1=NC2=CC=C(C=C2C=C1)CN1CCCC1